1,1-di(t-Butylperoxy)cyclododecane C(C)(C)(C)OOC1(CCCCCCCCCCC1)OOC(C)(C)C